di-tert-butyltriazene C(C)(C)(C)N(N=N)C(C)(C)C